NC=1N=NC(=CC1N1CC(C1)OC1=CC=C(CN2CCN(CC2)C(CCCCCCNC2=C3CN(CC3=CC=C2)C2C(NC(CC2)=O)=O)=O)C=C1)C1=C(C=CC=C1)O 4-((7-(4-(4-((1-(3-amino-6-(2-hydroxyphenyl)pyridazin-4-yl)azetidin-3-yl)oxy)benzyl)piperazin-1-yl)-7-oxoheptyl)amino)-2-(2,6-dioxopiperidin-3-yl)isoindoline